C(C)(=O)OC1=C(C(=CC(=C1)CCC)OC(C)=O)[C@H]1[C@@H](CC(C(=C1)C)=O)C(=C)C (1'R,2'R)-5'-Methyl-4'-oxo-2'-(prop-1-en-2-yl)-4-propyl-1',2',3',4'-tetrahydro-[1,1'-biphenyl]-2,6-diyl diacetate